4-(2-((6-Acetylbenzo[d][1,3]dioxol-5-yl)amino)-2-oxoethyl)piperazine-1,3-dicarboxylic acid 1-(tert-butyl) ester 3-ethyl ester C(C)OC(=O)C1CN(CCN1CC(=O)NC1=CC2=C(OCO2)C=C1C(C)=O)C(=O)OC(C)(C)C